N-(4-chlorophenyl)-N-methyl-pivalamide ClC1=CC=C(C=C1)N(C(C(C)(C)C)=O)C